[Sn].[Hf].[Zr] zirconium hafnium tin